2-(4-fluorophenyl)acrylic acid anhydride FC1=CC=C(C=C1)C(C(=O)OC(C(=C)C1=CC=C(C=C1)F)=O)=C